C#CC#CC 1,3-pentadiyn